C(C1=CC=CC=C1)SC1=C(C(=O)OC)C=C(C=C1OC)Cl methyl 2-(benzylsulfanyl)-5-chloro-3-methoxybenzoate